C(C)(C)(C)C=1C=C(C=C(C1O)C(C)(C)C)OC(CC)=O (3,5-di-tert-butyl-4-hydroxy-phenyl)-propionate